(E)-3-(2-amino-4-methoxy-pyrimidin-5-yl)acrylic acid ethyl ester C(C)OC(\C=C\C=1C(=NC(=NC1)N)OC)=O